dimethyl-dioctadecyl-benzene-1,4-diamine CC1=C(C(=C(C(=C1N)CCCCCCCCCCCCCCCCCC)CCCCCCCCCCCCCCCCCC)N)C